ClC=1C(=C(C=C(C1)C(F)(F)F)O)C1=CC2=C(N=N1)N(C=C2C)C2CC(C2)(C)O 3-Chloro-2-{7-[(1s,3s)-3-hydroxy-3-methylcyclobutyl]-5-methyl-7H-pyrrolo[2,3-c]pyridazin-3-yl}-5-(trifluoromethyl)phenol